trimethoxyisoindolinium CO[NH+]1C(C2=CC=CC=C2C1)(OC)OC